C(C(O)CO)C(C(C)O)O Glyceryl-propylene glycol